C(#N)C1=CC(=C(C=C1)[C@]1(OC2=C(O1)C=CC=C2N2CCN([C@@H]1CC[C@H]21)C(=O)OC(C)(C)C)C)F |o1:8,&1:21,24| tert-Butyl (1RS,6SR)-5-((R*)-2-(4-cyano-2-fluorophenyl)-2-methylbenzo[d][1,3]dioxol-4-yl)-2,5-diazabicyclo[4.2.0]octane-2-carboxylate